OC(CCS(=O)(=O)N)(C)C 3-hydroxy-3-methylbutane-1-sulfonamide